[6-(5-cyclopropyl-4H-1,2,4-triazol-3-yl)-2-azaspiro[3.3]heptan-2-yl]-[7-[[2-fluoro-4-(trifluoromethyl)phenyl]methyl]-2,7-diazaspiro[3.5]nonan-2-yl]methanone C1(CC1)C=1NC(=NN1)C1CC2(CN(C2)C(=O)N2CC3(C2)CCN(CC3)CC3=C(C=C(C=C3)C(F)(F)F)F)C1